NC=1C2=C(N=CN1)N(C=C2C=2C(=C1CCN(C1=CC2)C(CC2=C(C=CC(=C2)C(F)(F)F)F)=O)F)CCO 1-(5-(4-amino-7-(2-hydroxyethyl)-7H-pyrrolo[2,3-d]pyrimidin-5-yl)-4-fluoroindolin-1-yl)-2-(2-fluoro-5-(trifluoromethyl)phenyl)ethan-1-one